C1(CC1)COCC(=O)O 2-(cyclopropylmethoxy)acetic acid